5-(5-chloro-2-(4,4-difluoroazepan-1-yl)-6-methylnicotinamido)-2-fluorobenzoic acid ClC=1C(=NC(=C(C(=O)NC=2C=CC(=C(C(=O)O)C2)F)C1)N1CCC(CCC1)(F)F)C